C(N)(=O)C=1C=C(C=CC1NC)[C@@H]1[C@H]([C@@H](CCC1)C(NC1=C(C=C(C=C1)C(F)(F)F)F)=O)C(=O)O (1R,2S,6R)-2-(3-carbamoyl-4-(methylamino)phenyl)-6-((2-fluoro-4-(trifluoromethyl)phenyl)carbamoyl)cyclohexane-1-carboxylic acid